methylene(cyclopentadienyl)(3,6-ditert-butylfluorenyl)zirconium dichloride [Cl-].[Cl-].C=[Zr+2](C1=CC(=CC=2C3=CC(=CC=C3CC12)C(C)(C)C)C(C)(C)C)C1C=CC=C1